5-Butyl-2-(6-ethenyl-3,6-dimethylcyclohex-2-en-1-yl)benzene-1,3-diol C(CCC)C=1C=C(C(=C(C1)O)C1C=C(CCC1(C)C=C)C)O